Ammonia zinc [Zn].N